4-fluoro-6-(trifluoromethylsulfonyloxy)indan-2-carboxylic acid ethyl ester C(C)OC(=O)C1CC2=CC(=CC(=C2C1)F)OS(=O)(=O)C(F)(F)F